[4-[5-chloro-1-[(2S)-3,3,3-trifluoro-2-hydroxy-propyl]indazol-3-yl]piperidino]-[6-(5-cyclopropyl-4H-1,2,4-triazol-3-yl)-2-azaspiro[3.3]heptan-2-yl]methanone ClC=1C=C2C(=NN(C2=CC1)C[C@@H](C(F)(F)F)O)C1CCN(CC1)C(=O)N1CC2(C1)CC(C2)C2=NN=C(N2)C2CC2